BrC=1C=C(C(N(C1CBr)C1=CC=C(C=C1)F)=O)C(=O)OCC ethyl 5-bromo-6-(bromomethyl)-1-(4-fluorophenyl)-2-oxo-1,2-dihydropyridine-3-carboxylate